BrC1=NC=CC=C1C(C=1C(=NN(C1)CC)C(=O)O)O 4-((2-bromopyridin-3-yl)(hydroxy)methyl)-1-ethyl-1H-pyrazole-3-carboxylic acid